FC1=C(C=CC(=C1)N1C(OCC=N1)=O)C1=C(C=CC=C1)O (2-fluoro-2'-hydroxybiphenyl-4-yl)-3,6-dihydro-2H-1,3,4-oxadiazin-2-one